5-(4-fluorophenoxy)-1H-indole-2-carboxylic acid FC1=CC=C(OC=2C=C3C=C(NC3=CC2)C(=O)O)C=C1